Europium(II) fluoride [F-].[Eu+2].[F-]